ClC1=C2C(=NC=C1C(=O)O)N(C=C2)COCC[Si](C)(C)C 4-chloro-1-((2-(trimethylsilyl)ethoxy)methyl)-1H-pyrrolo[2,3-b]pyridine-5-carboxylic acid